6-(2-aminophenoxy)hexane-1-ol NC1=C(OCCCCCCO)C=CC=C1